biscaprolactam diisocyanate [N-]=C=O.[N-]=C=O.C1(CCCCCN1)=O.C1(CCCCCN1)=O